ClC=1C(=NC=CC1)N1N=C(C=C1C(=O)NC=1C(=CC=2N(C1C(=O)NCC#C)N=CC2)C)OC 6-(1-(3-Chloropyridin-2-yl)-3-methoxy-1H-pyrazol-5-carboxamido)-5-methyl-N-(prop-2-yn-1-yl)pyrazolo[1,5-a]pyridin-7-carboxamid